[SiH2]1N=CC=C1 silazol